(R)-2-(3-(1-acetyl-4-acryloylpiperazin-2-yl)-5-chlorophenyl)-N-methylisonicotinamide C(C)(=O)N1[C@@H](CN(CC1)C(C=C)=O)C=1C=C(C=C(C1)Cl)C=1C=C(C(=O)NC)C=CN1